1-(4-methoxybenzyl)imidazolin-2-imine Hydrobromide Br.COC1=CC=C(CN2C(NCC2)=N)C=C1